C(C)(C)=NOC(C(C)(C)OC(C1=C(C=C(C(=C1)N1C(N(C(=CC1=O)C(F)(F)Cl)N)=O)F)Br)=O)=O 1-[(Isopropylideneamino)oxy]-2-methyl-1-oxopropan-2-yl-5-{3-amino-4-[chloro(difluoro)methyl]-2,6-dioxo-3,6-dihydropyrimidin-1(2H)-yl}-2-bromo-4-fluorobenzoate